NC1=NC=2C=C(C(=CC2C2=C1C=NN2C)C(=O)N(CC2=NC=C(C=C2)C(F)(F)F)N2C(OCCC2)=O)Cl 4-amino-7-chloro-1-methyl-N-(2-oxo-1,3-oxazinan-3-yl)-N-((5-(trifluoromethyl)pyridin-2-yl)methyl)-1H-pyrazolo[4,3-c]quinoline-8-carboxamide